BrC=1C=CC=2C=3C4=C(C(=CC3C(C2C1)(CCC)CCC)O)C=CC(=C4)C(C)(C)C 9-bromo-2-(tert-butyl)-7,7-dipropyl-7H-benzo[c]fluoren-5-ol